[Si](C)(C)(C(C)(C)C)OCCCCNC1=C(C=NC(=C1)NC1=NC(=NC=C1)C=1C=NN(C1O)C)C(=O)C1CC1 (4-((4-((tert-Butyldimethylsilyl)oxy)butyl)amino)-6-((2-(5-hydroxy-1-methyl-1H-pyrazol-4-yl)pyrimidin-4-yl)amino)pyridin-3-yl)(cyclopropyl)methanone